N-(methoxylmethyl)-3-(trifluoromethyl)benzenesulfonamide O(C)CNS(=O)(=O)C1=CC(=CC=C1)C(F)(F)F